(3-isopropyl-5-(trifluoromethoxy)phenyl)methylamine hydrochloride Cl.C(C)(C)C=1C=C(C=C(C1)OC(F)(F)F)CN